BrC1=CC=C(C=C1)N1C(N(C(CC1)C)C=1SC(=C(N1)C)S(=O)(=O)N)=O 2-(3-(4-bromophenyl)-6-methyl-2-oxotetrahydropyrimidin-1(2H)-yl)-4-methylthiazole-5-sulfonamide